(S)-6-((4-((2-hydroxy-1-phenylethyl)amino)-5-(3-(quinuclidin-4-yl)-1,2,4-oxadiazol-5-yl)pyridin-2-yl)amino)-1-isopropyl-1,2-dihydro-3H-pyrazolo[3,4-b]pyridin-3-one OC[C@H](C1=CC=CC=C1)NC1=CC(=NC=C1C1=NC(=NO1)C12CCN(CC1)CC2)NC2=CC=C1C(=N2)N(NC1=O)C(C)C